7-{[(3S)-1-methylpyrrolidin-3-yl]oxy}-3-(3-{3-[(4-methyl-4H-1,2,4-triazol-3-yl)methyl]oxetan-3-yl}phenyl)-5-(trifluoromethyl)-1H-pyrazolo[3,4-c]pyridine CN1C[C@H](CC1)OC=1N=C(C=C2C1NN=C2C2=CC(=CC=C2)C2(COC2)CC2=NN=CN2C)C(F)(F)F